6-methoxy-2,6,8-trimethyl-6,8-dihydro-7H-pyrrolo[3,2-g]quinazolin-7-one COC1(C(N(C2=C1C=C1C=NC(=NC1=C2)C)C)=O)C